N-(3-aminopropionyl)-S-benzoyl-L-cysteine NCCC(=O)N[C@@H](CSC(C1=CC=CC=C1)=O)C(=O)O